5-(2-((4-methoxyphenyl)amino)pyridine-4-yl)-1H-indazol-3-amine COC1=CC=C(C=C1)NC1=NC=CC(=C1)C=1C=C2C(=NNC2=CC1)N